2-(3-t-butyl-2-hydroxy-5-methylphenyl)-5-chlorobenzotriazole C(C)(C)(C)C=1C(=C(C=C(C1)C)N1N=C2C(=N1)C=CC(=C2)Cl)O